(2S,6R)-2-hydroxy-2-methyl-6-methylamino-6-(4-(trifluoromethyl)phenyl)cyclohexan-1-one maleate C(\C=C/C(=O)O)(=O)O.O[C@@]1(C([C@@](CCC1)(C1=CC=C(C=C1)C(F)(F)F)NC)=O)C